ClC=1C=C2C3(C(N(C2=CC1)C(=O)[O-])=O)CC3 5'-chloro-2'-oxospiro[cyclopropane-1,3'-indoline]-1'-carboxylate